2',3',6-trifluoro-4'-(pyridin-2-yl)-[1,1'-biphenyl] FC1=C(C=CC(=C1F)C1=NC=CC=C1)C1=CC=CC=C1F